ClC=1C(=C(C(=CC1)OC)C1=CC(=NC=C1C(=O)NC=1SC=2N=C(N=CC2N1)SCCCC#N)C)F 4-(3-Chloro-2-fluoro-6-methoxyphenyl)-N-(5-((3-cyanopropyl)thio)thiazolo[5,4-d]pyrimidin-2-yl)-6-methylnicotinamide